CC1=C(C(=CC=C1)C)N1C(C=C(C2=CC(=C(C=C12)C1=C(C=CC=C1O)F)F)N1CCNCC1)=O (2,6-Dimethylphenyl)-6-fluoro-7-(2-fluoro-6-hydroxyphenyl)-4-(piperazin-1-yl)quinolin-2(1H)-one